3-[4-[(1S)-1-(5-chloro-2,6-dimethyl-pyrimidin-4-yl)oxyethyl]phenyl]-5-cyclopropyl-1,2,4-oxadiazole ClC=1C(=NC(=NC1C)C)O[C@@H](C)C1=CC=C(C=C1)C1=NOC(=N1)C1CC1